tert-Butyl (3R,4S)-3-fluoro-4-((4-(1-(2-hydroxy-2-methylpropyl)-1H-pyrazol-4-yl)-5-(trifluoromethyl)pyrimidin-2-yl)amino)piperidine-1-carboxylate F[C@@H]1CN(CC[C@@H]1NC1=NC=C(C(=N1)C=1C=NN(C1)CC(C)(C)O)C(F)(F)F)C(=O)OC(C)(C)C